(E)-2-(3-bromobenzylidene)hydrazinecarboxamide BrC=1C=C(\C=N\NC(=O)N)C=CC1